8-(furan-2-yl)-2,4-bis(trifluoromethyl)imidazo[1,2-a]1,8-naphthyridine O1C(=CC=C1)C=1N=C2N(C=3N=C(C=C(C3C=C2)C(F)(F)F)C(F)(F)F)C1